C12CN(CC(CC1)N2)C=2C1=C(N=C(N2)OCC23CCCN3CCC2)SC(=N1)OC1=CC(=CC2=CC=CC=C12)O 4-{[7-(3,8-diazabicyclo[3.2.1]octan-3-yl)-5-(tetrahydro-1H-pyrrolizin-7a(5H)-ylmethoxy)[1,3]thiazolo[5,4-d]pyrimidin-2-yl]oxy}-2-naphthol